propyl-N,N-dimethyl-N-carboxymethyleneammonium C(CC)C(=[N+](C)C)C(=O)O